OCCCC[N+]1=C(C=C(C=C1)CCCCO)CCCCO 1,2,4-tris(4-hydroxybutyl)pyridinium